C1(CCCCC1)COC=1C=CC(=C(OCCN)C1)C 2-(5-(cyclohexylmethoxy)-2-methylphenoxy)ethanamine